2,3-dimethyl-6-amino-2H-indazole hydrochloride Cl.CN1N=C2C=C(C=CC2=C1C)N